2-morpholinyl-N-(4-(3-(piperidin-1-yl)cyclobutyloxy)phenyl)thioacetamide N1(CCOCC1)CC(=S)NC1=CC=C(C=C1)OC1CC(C1)N1CCCCC1